2-chloro-8-(4,4,5,5-tetramethyl-1,3,2-dioxaborolane-2-yl)naphthalen-1-ylethyl(triisopropyl)silane ClC1=C(C2=C(C=CC=C2C=C1)B1OC(C(O1)(C)C)(C)C)CC[Si](C(C)C)(C(C)C)C(C)C